2-methyl-6-chloromethyl-1,4-phenylene ether CC1=C2C(=CC(=C1)O2)CCl